[4-[[3-(2,3-difluoro-4-methoxy-phenyl)imidazo[1,2-a]pyrazin-8-yl]amino]-2-ethyl-phenyl]methanol FC1=C(C=CC(=C1F)OC)C1=CN=C2N1C=CN=C2NC2=CC(=C(C=C2)CO)CC